C(C)(C)OC1=NC=2N(C=C1C(=O)NC=1C=NN3C1N=CC=C3)C=C(N2)[C@]23CO[C@](CC2)(C3)C 7-isopropoxy-2-((1R,4S)-1-methyl-2-oxabicyclo[2.2.1]heptan-4-yl)-N-(pyrazolo[1,5-a]pyrimidin-3-yl)imidazo[1,2-a]pyrimidine-6-carboxamide